OC=1C=C(C=O)C=CC1OC 3-HYDROXY-4-METHOXYBENZALDEHYDE